ClC(C(=O)O)CC1=CC(=CC=C1)C(F)(F)F 2-chloro-3-(3-trifluoromethyl-phenyl)propionic acid